(2R,4R)-6-chloro-7-fluoro-4-hydroxy-N-((1r,4R)-4-[4-(4,4,4-trifluorobutoxy)-1H-pyrazol-1-yl]cyclohexyl)-3,4-dihydro-2H-1-benzopyran-2-carboxamide ClC=1C(=CC2=C([C@@H](C[C@@H](O2)C(=O)NC2CCC(CC2)N2N=CC(=C2)OCCCC(F)(F)F)O)C1)F